rac-dimethyl-silylbis(1-indenyl)zirconium dichloride [Cl-].[Cl-].C[SiH]([Zr+2](C1C=CC2=CC=CC=C12)C1C=CC2=CC=CC=C12)C